p-phenylene diacetate C(C)(=O)OC1=CC=C(C=C1)OC(C)=O